2-(4-chloropyrazolo[3,4-d]pyrimidin-1-yl)-3,5-difluoro-phenol ClC1=C2C(=NC=N1)N(N=C2)C2=C(C=C(C=C2F)F)O